[C-]1(C(=CC=C1)C(=O)[O-])C(=O)[O-].[CH-]1C=CC=C1.[Fe+2] ferrocenediformate